5-(benzofuran-2-yl)-2-methyloctahydrocyclopenta[c]pyrrole hydrochloride Cl.O1C(=CC2=C1C=CC=C2)C2CC1C(CN(C1)C)C2